C1(CC1)C1=NN2C(NCC23CCCCC3)=C1 6'-cyclopropyl-1',2'-dihydrospiro[cyclohexane-1,3'-pyrazolo[1,5-a]imidazol]